(P)-2-[4-[4-(aminomethyl)-8-chloro-1-oxo-2H-phthalazin-6-yl]-2-methyl-pyrazol-3-yl]-6-(cyclopropoxy)-3-fluoro-4-methyl-benzonitrile NCC1=NNC(C2=C(C=C(C=C12)C1=C(N(N=C1)C)C1=C(C#N)C(=CC(=C1F)C)OC1CC1)Cl)=O